C(C)(=O)NCC=1N(/C(/SC1)=N/C(=O)C=1C2=C(N=CC1)NC=C2)C2=C(C=CC=C2)Cl (Z)-N-(4-(acetamidomethyl)-3-(2-chlorophenyl)thiazol-2(3H)-ylidene)-1H-pyrrolo[2,3-b]pyridine-4-carboxamide